(1r,4r)-4-(2-chloro-3-(9-(2-methoxy-5-methylbenzyl)-6-(1-methylcyclopropoxy)-9H-purin-8-yl)phenoxy)cyclohexane-1-carboxylic acid ClC1=C(OC2CCC(CC2)C(=O)O)C=CC=C1C=1N(C2=NC=NC(=C2N1)OC1(CC1)C)CC1=C(C=CC(=C1)C)OC